C1(CCC1)CC#N cyclobutyl-acetonitrile